3-(2-aminoethyl)-1-(1-(cis-4-isopropylcyclohexyl) piperidin-4-yl)-1H-indol-5-yl carbamate C(N)(OC=1C=C2C(=CN(C2=CC1)C1CCN(CC1)[C@@H]1CC[C@@H](CC1)C(C)C)CCN)=O